3-tert-butyl-6-(ethylthio)-1-(2,4,5-trifluorobenzyl)-1,3,5-triazine C(C)(C)(C)N1CN(C(=NC1)SCC)CC1=C(C=C(C(=C1)F)F)F